BrC1=NN(N=C1C)C1=C(C(=O)O)C=C(C=C1)C 2-(4-Bromo-5-methyl-2H-1,2,3-triazol-2-yl)-5-methylbenzoic acid